COC([C@@H](NC(\C=C\C=1C(=NN(C1)C1=CC=CC=C1)C1=CC2=CC=CC=C2C=C1)=O)CC1=CC=CC=C1)=O (E)-(3-(3-(naphthalen-2-yl)-1-phenyl-1H-pyrazol-4-yl)acryloyl)-L-phenylalanine methyl ester